2-(difluoromethoxy)-5-(5-methoxy-1H-benzo[d]imidazol-2-yl)-7-methylquinoxaline FC(OC1=NC2=CC(=CC(=C2N=C1)C1=NC2=C(N1)C=CC(=C2)OC)C)F